FC([C@H](C1=C(C=C(C=C1)C(F)(F)F)F)NC(OC)=O)F methyl (S)-(2,2-difluoro-1-(2-fluoro-4-(trifluoromethyl)phenyl)ethyl)carbamate